COC1=CC=C(CNC(NC2CC3(CC(C3)C(=O)NCC3=CC=NC=C3)C2)=O)C=C1 6-(3-(4-methoxybenzyl)ureido)-N-(pyridin-4-ylmethyl)spiro[3.3]heptane-2-carboxamide